triphenylcarbenium tetrakis{3,5-di-(trifluoromethyl)phenyl}borate FC(C=1C=C(C=C(C1)C(F)(F)F)[B-](C1=CC(=CC(=C1)C(F)(F)F)C(F)(F)F)(C1=CC(=CC(=C1)C(F)(F)F)C(F)(F)F)C1=CC(=CC(=C1)C(F)(F)F)C(F)(F)F)(F)F.C1(=CC=CC=C1)[C+](C1=CC=CC=C1)C1=CC=CC=C1